(6R)-17-amino-6-hydroxy-12-[(3-isopropoxyphenyl)methyl]-6,15-bis(trifluoromethyl)-19-oxa-3,4,12,18-tetrazatricyclo[12.3.1.12,5]nonadeca-1(18),2,4,14,16-pentaen-13-one NC1=CC(=C2C(N(CCCCC[C@@](C3=NN=C(C1=N2)O3)(C(F)(F)F)O)CC3=CC(=CC=C3)OC(C)C)=O)C(F)(F)F